C1=CC=C(C=C1)O The molecule is an organic hydroxy compound that consists of benzene bearing a single hydroxy substituent. The parent of the class of phenols. It has a role as a disinfectant, an antiseptic drug, a human xenobiotic metabolite and a mouse metabolite. It is a conjugate acid of a phenolate.